O=C1N(CC2=C(C=CC=C12)C#CCCN1C(C2=CC=C(C=C2C1)B1OC(C(O1)(C)C)(C)C)=O)C1C(NC(CC1)=O)=O 3-(1-oxo-4-(4-(1-oxo-5-(4,4,5,5-tetramethyl-1,3,2-dioxaborolan-2-yl)isoindolin-2-yl)but-1-yn-1-yl)isoindolin-2-yl)piperidine-2,6-dione